(3E)-pyridine-3-carbaldehyde oxime C1=CC(=CN=C1)/C=N/O